FC1=CC=C(C=C1)N1C(C(=CC(=C1C)C(=C)C)C(=O)N)=O 1-(4-fluorophenyl)-6-methyl-2-oxo-5-prop-1-en-2-ylpyridine-3-carboxamide